2,4-dichloro-6-(2-(2-fluorophenyl)propyl)-1,3,5-triazine ClC1=NC(=NC(=N1)Cl)CC(C)C1=C(C=CC=C1)F